C(C)(C)(C)OC(N(CC1CC1)C(C1=CC2=CC=CC=C2C=C1)C1=CC(=CC=C1)NC(=O)C=1N(N=C(C1)C(F)(F)F)C1=CC(=CC=C1)CN)=O [(3-{(2-(3-Aminomethyl-phenyl)-5-trifluoromethyl-2H-pyrazole-3-carbonyl)-amino}-phenyl)-naphthalen-2-yl-methyl]-cyclopropylmethyl-carbamic acid tert-butyl ester